N-[5-[5-chloro-6-(2-methylpropoxy)pyridin-3-yl]-4-fluoro-2-[rac-(3R,5S)-3,4,5-trimethylpiperazin-1-yl]phenyl]-6-oxo-4-(trifluoromethyl)-1H-pyridine-3-carboxamide ClC=1C=C(C=NC1OCC(C)C)C=1C(=CC(=C(C1)NC(=O)C1=CNC(C=C1C(F)(F)F)=O)N1C[C@H](N([C@H](C1)C)C)C)F |r|